NC=1CN(C(=C(N1)C1=CC=CC=C1)C=1C=C2C=CC=NC2=C(C1)Cl)CC1=CN(C=C1)C 3-amino-6-(8-chloroquinolin-6-yl)-N-((1-methyl-1H-pyrrol-3-yl)methyl)-5-phenylpyrazine